OC1=NC=CC=C1B(O)O (2-hydroxy-3-pyridyl)boronic acid